1,3-bis(3-methacryloxypropyl)tetramethyl-disiloxane C(C(=C)C)(=O)OCCC[Si](O[Si](CCCOC(C(=C)C)=O)(C)C)(C)C